1-(4-ethoxyl-benzoyl)-3,4-methylenedioxy-6-nitrobenzene O(CC)C1=CC=C(C(=O)C2=CC3=C(C=C2[N+](=O)[O-])OCO3)C=C1